tert-butyl 8-methyl-4-(2-methylsulfonyl-7-oxo-8H-pyrido[2,3-d]pyrimidin-6-yl)-2,3-dihydroquinoxaline-1-carboxylate CC=1C=CC=C2N(CCN(C12)C(=O)OC(C)(C)C)C1=CC2=C(N=C(N=C2)S(=O)(=O)C)NC1=O